(4-fluorophenyl)(8-methyl-3-(4-(trifluoromethyl)thiazol-2-yl)-5,6-dihydroimidazo[1,5-a]pyrazin-7(8H)-yl)methanone FC1=CC=C(C=C1)C(=O)N1C(C=2N(CC1)C(=NC2)C=2SC=C(N2)C(F)(F)F)C